3-(5-(2-(trifluoromethyl)pyridin-4-yl)-1,3,4-thiadiazol-2-yl)piperidine-1-carboxylic acid FC(C1=NC=CC(=C1)C1=NN=C(S1)C1CN(CCC1)C(=O)O)(F)F